r-methylenebis(3-methyl-7-propyl-3,7-dihydro-1H-purine-2,6-dione) C(N1C(N(C=2N=CN(C2C1=O)CCC)C)=O)N1C(N(C=2N=CN(C2C1=O)CCC)C)=O